C(C)OC1=CC=2N=CN=C(C2N=C1NC(=O)[C@@]12CN(C[C@H]2C1)C)C=1C(=NN(C1)C)C1=C(C=CC=C1)F (1S,5S)-N-(7-ethoxy-4-(3-(2-fluorophenyl)-1-methyl-1H-pyrazol-4-yl)pyrido[3,2-d]pyrimidin-6-yl)-3-methyl-3-azabicyclo[3.1.0]hexane-1-carboxamide